5-{[(1Z)-2-methyl-1-[(4-phenoxyphenyl)methylene]-1H-inden-3-yl]methyl}-1H-1,2,3,4-tetrazole CC=1/C(/C2=CC=CC=C2C1CC1=NN=NN1)=C/C1=CC=C(C=C1)OC1=CC=CC=C1